C(C)OC(CCNC1=C(C=C(C=C1)Br)C)=O 3-((4-bromo-2-methylphenyl)amino)propanoic acid ethyl ester